N-{5-[(Benzyloxy)methyl]-6-chloro-4-methylpyridazin-3-yl}-1,3-benzothiazol-2-amine C(C1=CC=CC=C1)OCC=1C(=C(N=NC1Cl)NC=1SC2=C(N1)C=CC=C2)C